Argon Neon Mercury [Hg].[Ne].[Ar]